tert-butyl 5'-bromo-4'-chloro-3-oxospiro[cyclopentane-1,3'-pyrrolo[2,3-b]pyridine]-1'(2'H)-carboxylate BrC=1C(=C2C(=NC1)N(CC21CC(CC1)=O)C(=O)OC(C)(C)C)Cl